4-[2-(6-chloropyridazin-3-yl)oxyethyl]-1,4-thiazinane 1,1-dioxide ClC1=CC=C(N=N1)OCCN1CCS(CC1)(=O)=O